1-Propyl-2-trifluoromethyl-8-[1-(3-trifluoromethyl-benzyl)-1H-pyrazol-4-yl]-1,7-dihydro-purin-6-one C(CC)N1C(=NC=2N=C(NC2C1=O)C=1C=NN(C1)CC1=CC(=CC=C1)C(F)(F)F)C(F)(F)F